6-Bromo-4-(morpholinomethyl)-N-((1R,4R)-4-(trifluoromethyl)cyclohexyl)pyridin-2-amine BrC1=CC(=CC(=N1)NC1CCC(CC1)C(F)(F)F)CN1CCOCC1